NC1=C(C=C(C=N1)NC(C(=O)N1[C@H](CC[C@@H](C1)C)C=1C=CC2=C(N=C(S2)C2(CC2)CN(C)C)C1)=O)CC N-(6-amino-5-ethylpyridin-3-yl)-2-((2R,5S)-2-(2-(1-((Dimethylamino)methyl)cyclopropyl)benzo[d]thiazol-5-yl)-5-methylpiperidin-1-yl)-2-oxoacetamide